3-chloro-2-cyclopropyl-5-methylpyridine ClC=1C(=NC=C(C1)C)C1CC1